Cyclopentyl(5-{[2-(4-isopropylphenyl)imidazo[1,2-a]pyridin-3-yl]methyl}-2,5-diazabicyclo[2.2.2]oct-2-yl)methanone C1(CCCC1)C(=O)N1C2CN(C(C1)CC2)CC2=C(N=C1N2C=CC=C1)C1=CC=C(C=C1)C(C)C